2-(3H-[1,2,3]triazolo[4,5-b]pyridin-3-yl) 1-(2,4-dimethoxybenzyl) (1S,2R)-1-methylcyclopentane-1,2-dicarboxylate C[C@]1([C@@H](CCC1)C(=O)ON1N=NC=2C1=NC=CC2)C(=O)OCC2=C(C=C(C=C2)OC)OC